(2-(2-cyclopropyl-4-methoxyphenyl)-3-(oxazol-5-ylmethyl)-4-oxo-3,4-dihydrobenzo[4,5]thieno[2,3-d]pyrimidin-8-yl)boronic acid C1(CC1)C1=C(C=CC(=C1)OC)C=1N(C(C2=C(N1)SC1=C2C=CC=C1B(O)O)=O)CC1=CN=CO1